OC=1C=C(C=CC1)C(=C)C 2-(m-hydroxyphenyl)propylene